Cl.ONC(N)=N N'-hydroxyguanidine hydrochloride